CC1(OCC2(C1)CCC(CC2)CO)C ((5s,8s)-3,3-dimethyl-2-oxaspiro[4.5]dec-8-yl)methanol